4-(((2S,3R,4R)-1-acetyl-6-fluoro-2,3-dimethyl-1,2,3,4-tetrahydroquinolin-4-yl)amino)-N-methylbenzamide C(C)(=O)N1[C@H]([C@@H]([C@H](C2=CC(=CC=C12)F)NC1=CC=C(C(=O)NC)C=C1)C)C